4-(1-ethyltriazol-4-yl)-N-(3-methylthieno[3,2-c]pyridin-4-yl)-N-[(3R)-3-piperidyl]benzamide C(C)N1N=NC(=C1)C1=CC=C(C(=O)N([C@H]2CNCCC2)C2=NC=CC3=C2C(=CS3)C)C=C1